(Z)-1-Cyclopent-2-en-1-ylpent-3-en-2-one C1(C=CCC1)CC(\C=C/C)=O